O[C@@H]1C[C@H](CCC1)C(=O)O (1S,3S)-3-HYDROXYCYCLOHEXANE-1-CARBOXYLIC ACID